2-((1r,2s)-1-(2-cyano-5-fluorophenyl)-1-(1,3,5-trimethyl-1H-pyrazol-4-yl)propan-2-yl)-5-hydroxy-N-(isoxazol-4-yl)-1-methyl-6-oxo-1,6-dihydropyrimidine-4-carboxamide C(#N)C1=C(C=C(C=C1)F)[C@@H]([C@H](C)C=1N(C(C(=C(N1)C(=O)NC=1C=NOC1)O)=O)C)C=1C(=NN(C1C)C)C